(R)-4-(((2S,3S)-3-aminobutan-2-yl)(methyl)amino)-3-(2-cyanobenzyl)-4-oxobutanoic acid N[C@H]([C@H](C)N(C([C@@H](CC(=O)O)CC1=C(C=CC=C1)C#N)=O)C)C